S-(2-chloro-4-nitrophenyl)benzothiophene ClC1=C(C=CC(=C1)[N+](=O)[O-])S1C=CC2=C1C=CC=C2